(R)-4-(7-(3-aminopiperidin-1-yl)-3-(4-(3,3-difluoropyrrolidin-1-yl)-2-fluorophenyl)-3H-imidazo[4,5-b]pyridin-2-yl)-2-fluorobenzonitrile N[C@H]1CN(CCC1)C1=C2C(=NC=C1)N(C(=N2)C2=CC(=C(C#N)C=C2)F)C2=C(C=C(C=C2)N2CC(CC2)(F)F)F